C1=CC(=CC=2C3=CC=CC=C3C=CC12)C1=CC=C(N(C2=CC=CC=C2)C2=CC=C(C=C2)C=2C3=CC=CC=C3C=3C=CC=CC3C2)C=C1 4-(phenanthren-3-yl)-N-(4-(phenanthren-9-yl)phenyl)-N-phenylaniline